methyl (1R,3S,4aR,4bS,6S,8aR,10aR)-3-acetoxy-6-(3-hydroxyphenyl)-10a-methyl-4,8-dioxotetradecahydrophenanthrene-1-carboxylate C(C)(=O)O[C@H]1C[C@H]([C@@]2(CC[C@H]3C(C[C@H](C[C@@H]3[C@H]2C1=O)C1=CC(=CC=C1)O)=O)C)C(=O)OC